(R,Z)-3-((3-cyclopentyl-2-methyl-7-(methylthio)-5-neopentyl-1,1-dioxido-2,3,4,5-tetrahydrobenzo[f][1,2,5]thiadiazepin-8-yl)oxy)-2-fluoroacrylic acid C1(CCCC1)[C@H]1N(S(C2=C(N(C1)CC(C)(C)C)C=C(C(=C2)O\C=C(\C(=O)O)/F)SC)(=O)=O)C